1-(3-([1,1'-biphenyl]-2-ylethynyl)-1H-indazole-5-carbonyl)-N-methylpyrrolidine-2-carboxamide C1(=C(C=CC=C1)C#CC1=NNC2=CC=C(C=C12)C(=O)N1C(CCC1)C(=O)NC)C1=CC=CC=C1